2-Chloro-5-fluoro-6-(2-carbonylethyl)nicotinonitrile ClC1=C(C#N)C=C(C(=N1)CC=C=O)F